1-(4,6-difluoro-1-methyl-1H-benzo[d]imidazol-2-yl)-2,2,2-trifluoroethan-1-amine FC1=CC(=CC=2N(C(=NC21)C(C(F)(F)F)N)C)F